NCCOCCOCCOCC(N[C@H](C(=O)N1[C@@H](C[C@H](C1)O)C(=O)NCC1=CC=C(C=C1)C1=C(N=CS1)C)C(C)(C)C)=O (2S,4R)-1-((S)-14-amino-2-(tert-butyl)-4-oxo-6,9,12-trioxa-3-aza-tetradecanoyl)-4-hydroxy-N-(4-(4-methylthiazol-5-yl)benzyl)pyrrolidine-2-carboxamide